C(C)(C)OC(=O)C=1C(=NC(=NC1)Cl)N1C(N(C2=C1C=CC=C2)C)=O 2-chloro-4-(3-methyl-2-oxo-2,3-dihydro-1H-benzo[d]imidazol-1-yl)pyrimidine-5-carboxylic acid isopropyl ester